C(C)OC(=O)C1CCC(CC1)CC(=O)O 2-(4-(ethoxycarbonyl)cyclohexyl)acetic acid